C[C@@H]1N([C@@H](CNC1)C)C(=O)N1CC2(N(C=3C(=NN=C(C3)C3=C(C(=CC=C3)F)O)NC2)CC1)C(F)(F)F ((2S,6R)-2,6-dimethylpiperazin-1-yl)(2-(3-fluoro-2-hydroxyphenyl)-6a-(trifluoromethyl)-5,6,6a,7,9,10-hexahydro-8H-pyrazino[1',2':4,5]pyrazino[2,3-c]pyridazin-8-yl)methanone